NC1=C(C=CC=C1)NC(=CC(C(C(F)(F)F)(F)F)=O)C1=CC(=C(C=C1)C(F)(F)F)Cl 1-((2-aminophenyl)amino)-1-(3-chloro-4-(trifluoromethyl)phenyl)-4,4,5,5,5-pentafluoropent-1-en-3-one